C(N)(=O)C1=CC=C(C=C1)C1=CC(=CC=C1)C=1N=C(SC1)NC(=O)[C@H]1N(CCC1)C(=O)C1=CN(C=C1)S(=O)(=O)C (S)-N-(4-(4'-carbamoyl-[1,1'-biphenyl]-3-yl)thiazol-2-yl)-1-(1-(methylsulfonyl)-1H-pyrrole-3-carbonyl)pyrrolidine-2-carboxamide